O=C1NC(CCC1N1C(C2=CC=C(C=C2C1)C1N(CC(C1)C1=NC(=CC=C1)OC)C(=O)OC(C)(C)C)=O)=O tert-butyl 2-(2-(2,6-dioxopiperidin-3-yl)-1-oxoisoindolin-5-yl)-4-(6-methoxypyridin-2-yl)pyrrolidine-1-carboxylate